ETHYLENDODECANDIOAT C(C)OC(CCCCCCCCC(=O)[O-])=O